1H-pyrazolo[4,3-d]Pyrimidine-5,7-diamine N1N=CC=2N=C(N=C(C21)N)N